(4-amino-2-methyl-5-nitrophenyl)(pyrrolidin-1-yl)methanone NC1=CC(=C(C=C1[N+](=O)[O-])C(=O)N1CCCC1)C